tert-butyl 4-(3-(4-(3-oxo-2,9,12,15-tetraoxahenicosan-21-yloxy)benzylcarbamoyl)phenylamino)-4-(5-(pyridin-4-yl)-4H-1,2,4-triazol-3-yl)piperidine-1-carboxylate O=C(OC)CCCCCOCCOCCOCCCCCCOC1=CC=C(CNC(=O)C=2C=C(C=CC2)NC2(CCN(CC2)C(=O)OC(C)(C)C)C2=NN=C(N2)C2=CC=NC=C2)C=C1